2-(3,8-diazabicyclo[3.2.1]octan-3-yl)-7-(thiazol-2-yl)-5-(1,1,1-trifluoro-2-methoxypropan-2-yl)-4-(trifluoromethoxy)benzo[d]oxazole C12CN(CC(CC1)N2)C=2OC1=C(N2)C(=C(C=C1C=1SC=CN1)C(C(F)(F)F)(C)OC)OC(F)(F)F